hexadecyl-hydroxyproline C(CCCCCCCCCCCCCCC)N1[C@@H](C[C@@H](O)C1)C(=O)O